(1R,2R)-2-(hydroxymethyl)-1-methyl-N-(1-methylcyclopropyl)-4-[(1-methylpyrazol-4-yl)methyl]-5-oxo-1H,2H-imidazo[1,2-a]quinazoline-7-sulfonamide OC[C@@H]1N=C2N(C3=CC=C(C=C3C(N2CC=2C=NN(C2)C)=O)S(=O)(=O)NC2(CC2)C)[C@@H]1C